N-(6-chloro-1-(3-(3-methoxyphenyl)prop-2-yn-1-yl)-3-methyl-2,4-dioxo-1,2,3,4-tetrahydropyrimidin-5-yl)-3-(p-tolyl)propanamide ClC1=C(C(N(C(N1CC#CC1=CC(=CC=C1)OC)=O)C)=O)NC(CCC1=CC=C(C=C1)C)=O